Quinuclidin-3-yl 2-(5-(4-fluorophenyl)thiophen-3-yl)propan-2-ylcarbamate FC1=CC=C(C=C1)C1=CC(=CS1)C(C)(C)NC(OC1CN2CCC1CC2)=O